FC1=C(C(=C(C2=C1OCC(N2)=O)F)C2=C(C(=C(C=C2F)F)F)F)F trifluoro-6-(2,3,4,6-tetrafluorophenyl)-2H-benzo[b][1,4]oxazin-3(4H)-one